2-(1,3-dimethyl-1H-pyrazol-4-yl)-N-(5-(1-isopropylpyrrolidine-3-carboxamido)-2-methylpyridin-3-yl)pyrazolo[5,1-b]thiazole-7-carboxamide CN1N=C(C(=C1)C1=CN2C(S1)=C(C=N2)C(=O)NC=2C(=NC=C(C2)NC(=O)C2CN(CC2)C(C)C)C)C